2-methoxy-6-chloro-9-[3-(2-chloroethyl)-aminopropylamino]acridine dihydrochloride Cl.Cl.COC1=CC2=C(C3=CC=C(C=C3N=C2C=C1)Cl)NCCC(CCCl)N